(R)-6-morpholino-2-azaspiro[3.4]octane-2-carboxylic acid tert-butyl ester C(C)(C)(C)OC(=O)N1CC2(C1)C[C@@H](CC2)N2CCOCC2